3-(4-(pyrrolidin-1-yl)phenyl)azetidine-1-carboxylic acid tert-butyl ester C(C)(C)(C)OC(=O)N1CC(C1)C1=CC=C(C=C1)N1CCCC1